1'-ferroceneCarboxylic acid [CH-]1C=CC=C1.[C-]1(C=CC=C1)C(=O)O.[Fe+2]